Ammonium tetra-n-propylperruthenate C(CC)[Ru](=O)(=O)(=O)([O-])(CCC)(CCC)CCC.[NH4+]